2-ANILINOPYRIMIDINE-5-CARBALDEHYDE N(C1=CC=CC=C1)C1=NC=C(C=N1)C=O